methyl 4-(furan-2-yl)-4-hydroxy-2-oxobut-3-enoate O1C(=CC=C1)C(=CC(C(=O)OC)=O)O